N-((3S,4R)-1-acetyl-4-((6-(2,6-dichloro-3,5-dimethoxyphenyl)pyrido[3,4-d]pyrimidin-2-yl)amino)pyrrolidin-3-yl)acrylamide C(C)(=O)N1C[C@@H]([C@@H](C1)NC=1N=CC2=C(N1)C=NC(=C2)C2=C(C(=CC(=C2Cl)OC)OC)Cl)NC(C=C)=O